3,6-dihydro-2H-pyran O1CCC=CC1